C1CCC#CC(CC1)(CC2=CC=CC=C2)CC3=CC=CC=C3 dibenzylcyclooctyne